C(C)(=O)OC[C@@H](COC1=CC=C(C=C1)C(C)(C)C1=CC(=C(C(=C1)Cl)OC[C@@H](CCl)OC(C)=O)Cl)OC(C)=O (R)-3-(4-(2-(4-((S)-2-acetoxy-3-chloropropoxy)-3,5-dichlorophenyl)propan-2-yl)phenoxy)propane-1,2-diyl diacetate